3-(tert-butoxy)-3-oxopropyl 2-((3-(4-butylbenzyl)-1,2,4-oxadiazol-5-yl)methyl)acrylate C(CCC)C1=CC=C(CC2=NOC(=N2)CC(C(=O)OCCC(=O)OC(C)(C)C)=C)C=C1